ClC=1C=C2C=NC(=NC2=CC1N1CCC(CC1)(O)C)NC=1C=NN(C1)C1CC1 1-{6-chloro-2-[(1-cyclopropyl-1H-pyrazol-4-yl)amino]quinazolin-7-yl}-4-methylpiperidin-4-ol